ClC1=NC=C(C(=C1)C1=C(C=NC(=C1)C)C(=O)NC=1SC=2N=C(N=CC2N1)N[C@H]1C[C@H](CC1)O)OC |r| rac-2'-chloro-N-(5-([(1R,3S)-3-hydroxycyclopentyl]amino)-[1,3]thiazolo[5,4-d]pyrimidin-2-yl)-5'-methoxy-6-methyl-[4,4'-bipyridine]-3-carboxamide